O=C1NC(CCC1N1C(N(C2=C1C=CC(=C2)CN2CC(C2)OC2CCN(CC2)C(=O)OC(C)(C)C)C)=O)=O tert-butyl 4-[1-[[1-(2,6-dioxo-3-piperidyl)-3-methyl-2-oxo-benzimidazol-5-yl]methyl] azetidin-3-yl]oxypiperidine-1-carboxylate